O[C@@H](C)C(CCC)=O (2S)-2-hydroxy-3-hexanone